N1=CNC(C2=C1C=NC=C2)=O PYRIDO[3,4-D]PYRIMIDIN-4-ONE